6-[4-[Acetyl(cyclopropylmethyl)amino]-3-chloro-phenyl]-N-(1H-pyrazol-3-ylmethyl)pyridine-3-carboxamide C(C)(=O)N(C1=C(C=C(C=C1)C1=CC=C(C=N1)C(=O)NCC1=NNC=C1)Cl)CC1CC1